BrC(C(=O)OC=C)C vinyl bromopropionate